CN1CC[C@@]23[C@H]4[C@@H]1CC5=C2C(=C(C=C5)O)O[C@@H]3[C@@H](C=C4)O (+)-morphine